BrC=1SC(=C(N1)C=1C(=C(C=CC1)NC([O-])=O)F)C1=NC(=NC=C1)Cl {3-[2-bromo-5-(2-chloropyrimidin-4-yl)-1,3-thiazol-4-yl]-2-fluorophenyl}carbamate